C1(=C(C=C(C=C1)C)C)C=1C=NC=2N(C1)C=C(N2)COC2=NC=CC(=C2)F 6-(2,4-xylyl)-2-[(4-fluoro-2-pyridyl)oxymethyl]imidazo[1,2-a]pyrimidine